3-(pyridin-4-yloxy)azetidine-1-carboxylic acid tert-butyl ester C(C)(C)(C)OC(=O)N1CC(C1)OC1=CC=NC=C1